NC1=NC=CC(=C1C1CCOCC1)OC1=C(C=C(C=C1F)NC(=O)C=1C=NN(C1C(F)(F)F)C=1N=NC=CC1)F N-(4-((2-amino-3-(tetrahydro-2H-pyran-4-yl)pyridin-4-yl)oxy)-3,5-difluorophenyl)-1-(Pyridazine-3-yl)-5-(trifluoromethyl)-1H-pyrazole-4-carboxamide